N-(1-((R)-piperidin-2-yl)ethyl)-4-(1H-pyrrolo[2,3-b]pyridin-4-yl)-3,4-dihydro-2H-1,4-thiazine-6-carboxamide hydrochloride Cl.N1[C@H](CCCC1)C(C)NC(=O)C1=CN(CCS1)C1=C2C(=NC=C1)NC=C2